C(#N)C1=CC2=C(S1)C=CC=C2 2-cyanobenzo[b]thiophen